O=S1(N=CC2=C1C=C(C=C2)C#N)=O 1,1-dioxo-1,2-benzothiazole-6-carbonitrile